FC1=CC=C2C(=CC=NC2=C1)N1CCN(CC1)C(=O)[C@@H]1CN(CC1)C(=O)OC(C)(C)C (S)-tert-butyl 3-(4-(7-fluoroquinolin-4-yl)piperazine-1-carbonyl)pyrrolidine-1-carboxylate